Cl.Cl.N[C@H](CN(C=1N=NC(=CN1)C1=C(C=C(C=C1)C=1C=NNC1)O)C)C 2-(3-{[(2S)-2-aminopropyl](methyl)amino}-1,2,4-triazin-6-yl)-5-(1H-pyrazol-4-yl)phenol dihydrochloride